tert-butyl {5-[(5-{[(1S,2S)-2-hydroxycyclohexyl]carbamoyl}-2-methylanilino)methyl]pyrazin-2-yl}carbamate O[C@@H]1[C@H](CCCC1)NC(=O)C=1C=CC(=C(NCC=2N=CC(=NC2)NC(OC(C)(C)C)=O)C1)C